tert-butyl (3-fluoro-5-(4,4,5,5-tetramethyl-1,3,2-dioxaborolan-2-yl)benzyl)carbamate FC=1C=C(CNC(OC(C)(C)C)=O)C=C(C1)B1OC(C(O1)(C)C)(C)C